CC1=CC(=C(C2=C1C(=CC(=O)O2)OC)C3=C(C=C(C4=C3OC(=O)C=C4OC)C)OC)OC The molecule is a member of the class of 8,8'-bicoumarins resulting from the formal oxidative dimerisation of 4,7-dimethoxy-5-methyl-2H-chromen-2-one (the S-(+) enantiomer). A fungal metabolite, its isolation from Aspergillus clavatus was first reported in 1971. It has a role as a metabolite. It derives from an orlandin.